2-[(2R)-3-(3,4-dihydro-1H-isoquinolin-2-yl)-2-hydroxy-propyl]-6-[4-[2-methoxyethyl(methyl)amino]-1-piperidyl]-3,4-dihydroisoquinolin-1-one C1N(CCC2=CC=CC=C12)C[C@H](CN1C(C2=CC=C(C=C2CC1)N1CCC(CC1)N(C)CCOC)=O)O